S(=O)(=O)(O)N=NC=1C=C(C(C=O)=CC1)O p-sulfoazosalicylaldehyde